C(=O)C(C#N)C1(CCN(CC1)C(C)C)C 2-formyl-2-(1-isopropyl-4-methylpiperidin-4-yl)acetonitrile